C1(CC1)NC(CCCC=1N=C(N(C1)C1=CC=CC=C1)C1=C(C(=O)N)C=CC=C1C=1C=NN(C1F)C)=O (4-(4-(cyclopropylamino)-4-oxobutyl)-1-phenyl-1H-imidazol-2-yl)-3-(5-fluoro-1-methyl-1H-pyrazol-4-yl)benzamide